4,4'-dihydroxyl-benzophenone OC1=CC=C(C(=O)C2=CC=C(C=C2)O)C=C1